O1COC=2C=CC3=C(N=C(S3)N3C(NCC3COC)=O)C21 1-([1,3]dioxolo[4',5':5,6]benzo[1,2-d]thiazole-7-yl)-5-(methoxymethyl)imidazolidine-2-one